COC=1C=C(C=CC1OC)S(=O)(=O)Cl 3,4-dimethoxyphenylsulfonyl chloride